7-bromo-4-fluoro-1-methyl-benzoimidazol-2-amine BrC1=CC=C(C2=C1N(C(=N2)N)C)F